C(C)OC1=C(C=C(C=C1)F)C=1C=C2CC(C(C2=CC1)NC(O[C@@H]1CN2CCC1CC2)=O)(C)C (S)-quinuclidin-3-yl (5-(2-ethoxy-5-fluorophenyl)-2,2-dimethyl-2,3-dihydro-1H-inden-1-yl)carbamat